C[C@H]1CC2(CN1C(=O)OC(C)(C)C)OCC1=CC=CC=C12 tert-butyl (5'S)-5'-methyl-3H-spiro[isobenzofuran-1,3'-pyrrolidine]-1'-carboxylate